4-(6-Chloro-3-methoxypyridazin-4-yl)-N-(5-(2-methoxy-6-(trifluoromethyl)nicotinoyl)-5,6-dihydro-4H-pyrrolo[3,4-d]thiazol-2-yl)-6-methylnicotinamide ClC1=CC(=C(N=N1)OC)C1=CC(=NC=C1C(=O)NC=1SC2=C(N1)CN(C2)C(C2=C(N=C(C=C2)C(F)(F)F)OC)=O)C